Cl.FC(C1=NN(C=C1S(=O)(=O)[C@@](C)(F)C1CCNCC1)C)F (R)-4-(1-((3-(difluoromethyl)-1-methyl-1H-pyrazol-4-yl)sulfonyl)-1-fluoroethyl)piperidine hydrochloride